Morpholine-3,4-dicarboxamide N1(C(COCC1)C(=O)N)C(=O)N